6-[4-[(3S)-3-(5-cyano-3-pyridinyl)isoxazolidine-2-carbonyl]-1-piperidinyl]pyrimidine-4-carboxamide TFA salt OC(=O)C(F)(F)F.C(#N)C=1C=C(C=NC1)[C@H]1N(OCC1)C(=O)C1CCN(CC1)C1=CC(=NC=N1)C(=O)N